(S)-2-[(R)-1-(4-bromo-3-chloro-phenyl)-1-((S)-2-methyl-propane-2-sulfinylamino)-ethyl]-3-methylpentanoic acid ethyl ester C(C)OC([C@@H](C(CC)C)[C@@](C)(N[S@@](=O)C(C)(C)C)C1=CC(=C(C=C1)Br)Cl)=O